C(CC)S(=O)(=O)[O-] 1-propyl-sulfonate